1-(5-((3-(7-fluoroquinolin-4-yl)azetidin-1-yl)methyl)-1-oxoisoindolin-2-yl)dihydropyrimidine-2,4(1H,3H)-dione FC1=CC=C2C(=CC=NC2=C1)C1CN(C1)CC=1C=C2CN(C(C2=CC1)=O)N1C(NC(CC1)=O)=O